C(C)(C)(C)OC(=O)N1C2C(CCC1)CN(C2)C2=C1C=C(NC1=C(C=C2F)C(N)=O)C 6-(7-carbamoyl-5-fluoro-2-methyl-1H-indol-4-yl)octahydro-1H-pyrrolo[3,4-b]pyridine-1-carboxylic acid tert-butyl ester